ClC=1C2=CN(N=C2C(=C(C1)C1=CC=C(C=C1)N1CCOCC1)Cl)C(C(=O)NC=1SC=CN1)C1=C2N(C=N1)CCC2 2-(4,7-dichloro-6-(4-morpholinophenyl)-2H-indazol-2-yl)-2-(6,7-dihydro-5H-pyrrolo[1,2-c]imidazol-1-yl)-N-(thiazol-2-yl)acetamide